N-[2-({[2-anilino-5-(trifluoromethyl)pyrimidin-4-yl]amino}methyl)-6-methylphenyl]-N-methylmethanesulfonamide N(C1=CC=CC=C1)C1=NC=C(C(=N1)NCC1=C(C(=CC=C1)C)N(S(=O)(=O)C)C)C(F)(F)F